3,3'-((1,4-phenylenebis(oxy))bis(ethane-2,1-diyl))bis(1-methyl-1H-imidazol-3-ium) C1(=CC=C(C=C1)OCC[N+]1=CN(C=C1)C)OCC[N+]1=CN(C=C1)C